(3S)-3-{[2-(4-methylthiophene-3-yl)[1,2,4]triazolo[1,5-c]quinazolin-5-yl]amino}azepan-2-one CC=1C(=CSC1)C1=NN2C(=NC=3C=CC=CC3C2=N1)N[C@@H]1C(NCCCC1)=O